mono-benzene diisooctyl-phosphate N-[2-(benzo[b]thiophen-3-yl)ethyl]-S-methyl-dithiocarbamate S1C2=C(C(=C1)CCNC(SC)=S)C=CC=C2.C(CCCCC(C)C)OP(=O)(OCCCCCC(C)C)O.C2=CC=CC=C2